CCCCCOC(=O)C1=CC=CC=C1C(=O)OCCC(C)C N-pentyl-isopentyl phthalate